C(C)(C)(C)P(O)(O)=O (tert-butyl)phosphonic acid